(R)-1-(2-(1H-indol-3-yl)ethyl)-6,7-dimethoxy-3,4-dihydroisoquinoline-2(1H)-formaldehyde N1C=C(C2=CC=CC=C12)CC[C@H]1N(CCC2=CC(=C(C=C12)OC)OC)C=O